(S)-2-(1-acryloyl-4-(1-(2-isopropylphenyl)-7-(5-methyl-1H-indazol-4-yl)-2-oxo-1,2,5,6,7,8-hexahydropyrido[3,4-d]pyrimidin-4-yl)piperazin-2-yl)acetonitrile C(C=C)(=O)N1[C@H](CN(CC1)C=1C2=C(N(C(N1)=O)C1=C(C=CC=C1)C(C)C)CN(CC2)C2=C1C=NNC1=CC=C2C)CC#N